FC1=NC=CC=C1C=1C=C2C(=CN(C2=CC1)C1OCCCC1)C(=O)NC1=C2C(=NC=C1)N(N=C2)C 5-(2-Fluoropyridin-3-yl)-N-(1-methyl-1H-pyrazolo[3,4-b]pyridin-4-yl)-1-(tetrahydro-2H-pyran-2-yl)-1H-indole-3-carboxamide